N'-(4-((1-(4-cyanophenyl)-1H-pyrazol-3-yl)oxy)-2,5-dimethylphenyl)-N-neopentyl-formamidine C(#N)C1=CC=C(C=C1)N1N=C(C=C1)OC1=CC(=C(C=C1C)N=CNCC(C)(C)C)C